C(CCC(=O)O)(=O)O.NNC(=O)N=N carbazone succinate